ClC1=CC=C(C=C1)C1=CC2=C([N+](=C(N=[N+]2[O-])NCCC(=O)OC(C)C)[O-])C=C1 7-(4-Chloro-phenyl)-3-((3-isopropoxy-3-oxopropyl)amino)benzo[e][1,2,4]triazine-1,4-dioxide